C1(CC1)[NH-] cyclopropylamide